C(C)(=O)C1=NN(C2=C(C=C(C=C12)C=1C=NC(=NC1)C)C)CC(=O)N1[C@@H]2C[C@@]2(C[C@H]1C(=O)NC(CC1=NC=CN=C1)C)C (1R,3S,5R)-2-(2-(3-acetyl-7-methyl-5-(2-methylpyrimidin-5-yl)-1H-indazol-1-yl)acetyl)-5-methyl-N-(1-(pyrazin-2-yl)propan-2-yl)-2-azabicyclo[3.1.0]hexane-3-carboxamide